4,5-Dibromo-2H-pyridazin-3-one BrC=1C(NN=CC1Br)=O